S1C(=NC2=C1C=CC=C2)NC2=C(C(=C(N=N2)NC=2SC=C(N2)C(=O)OCC)C(C)C)C ethyl 2-({6-[(1,3-benzothiazol-2-yl) amino]-5-methyl-4-(propan-2-yl) pyridazin-3-yl} amino)-1,3-thiazole-4-carboxylate